(rac)-1-(4-bromo-5-ethyl-1-methyl-1H-pyrazol-3-yl)-4-(morpholin-4-yl)butan-1-ol (1-(2-(2,6-dioxopiperidin-3-yl)-1,3-dioxoisoindolin-4-yl)azetidin-3-yl)methyl-methanesulfonate O=C1NC(CCC1N1C(C2=CC=CC(=C2C1=O)N1CC(C1)CCS(=O)(=O)OC(CCCN1CCOCC1)C1=NN(C(=C1Br)CC)C)=O)=O